N-hydroxypropaneamide ONC(CC)=O